2-phenylethyl isoamyl ether C(CC(C)C)OCCC1=CC=CC=C1